[Cl-].[Cl-].FC(C=1C=C(C=CC1)C(=[Zr+2](C1=CC=CC2=C3C(=C4C=5C=CC=CC5CC4=C21)C=CC=C3)C3C=CC=C3)C3=CC(=CC=C3)C(F)(F)F)(F)F di-(m-trifluoromethyl-phenyl)methylene(cyclopentadienyl)(dibenzofluorenyl)zirconium dichloride